CS(=O)(=O)[O-].C(CCCCCC)[NH+]1C(CCC1)CCC 1-Heptyl-2-propylpyrrolidinium methansulfonat